C12C(CC(C=C1)C2)C=O bicyclo[2.2.1]hept-5-ene-2-carbaldehyde